4-(azetidine-1-carbonyl)-N-{3-[8-bromo-3-(2,2,2-trifluoroethyl)imidazo[1,2-a]pyridin-2-yl]prop-2-yn-1-yl}-2-methoxyaniline N1(CCC1)C(=O)C1=CC(=C(NCC#CC=2N=C3N(C=CC=C3Br)C2CC(F)(F)F)C=C1)OC